BrC1=CC=C(C=C1)N1C(N(C(CC1)C)C=1SC=C(N1)C)=O 1-(4-bromophenyl)-4-methyl-3-(4-methylthiazol-2-yl)tetrahydropyrimidin-2(1H)-one